BrC1=CC=C(C=C1)C=C(C1=CC=CC=C1)C1=CC=CC=C1 1-(2-(4-bromophenyl)-1-phenylvinyl)benzene